(S)-2-amino-1-(3-hydroxy-2,6-dimethylphenyl)-5,6-dimethyl-N-((1-methyl-1H-1,2,4-triazol-5-yl)methyl)-1H-pyrrolo[2,3-b]pyridine-3-carboxamide NC1=C(C=2C(=NC(=C(C2)C)C)N1C1=C(C(=CC=C1C)O)C)C(=O)NCC1=NC=NN1C